5-iodo-2,3-diphenylpyrazine IC=1N=C(C(=NC1)C1=CC=CC=C1)C1=CC=CC=C1